Diethylpyrazine C(C)C=1C(=NC=CN1)CC